2-(pyrrolidin-1-yl)ethyl-1H-benzimidazole-6-carboxylic acid N1(CCCC1)CCN1C=NC2=C1C=C(C=C2)C(=O)O